2-((3-bromo-5-(4-carbamoyl-1H-benzo[d]imidazol-2-yl)3-bromophenyl)amino)-7-cyclopentyl-N,N-dimethyl-7H-pyrrolo[2,3-d]pyrimidine-6-carboxamide BrC1(CC(=CC(=C1)C1=NC2=C(N1)C=CC=C2C(N)=O)NC=2N=CC1=C(N2)N(C(=C1)C(=O)N(C)C)C1CCCC1)Br